FC=1C=C(C=CC1)[C@@H]([C@H]1N([C@H](CC1)CCC)C(=O)OCC1=CC=CC=C1)O benzyl (2S,5S)-2-((S)-(3-fluorophenyl)(hydroxy)-methyl)-5-propylpyrrolidine-1-carboxylate